FC1=CC=C(C=C1)N1C(C=C(C=C1)O)=O 1-(4-Fluorophenyl)-4-hydroxypyridin-2(1H)-one